N-{4-(1-(2,6-difluorobenzyl)-5-dimethylaminomethyl-3-(6-methoxypyridazin-3-yl)-2,4-dioxo-1,2,3,4-tetrahydrothieno[2,3-d]pyrimidin-6-yl)phenyl}-N,N'-dimethoxydicarbonimidic diamide FC1=C(CN2C(N(C(C3=C2SC(=C3CN(C)C)C3=CC=C(C=C3)N(C(OC(NOC)=N)=N)OC)=O)C=3N=NC(=CC3)OC)=O)C(=CC=C1)F